OC1(CC(C1)NC=1N=NC(=C2C1C=NC=C2)C2=C(C=C(C=C2)OC(F)(F)F)O)C 2-(4-((3-hydroxy-3-methylcyclobutyl)amino)pyrido[3,4-d]pyridazin-1-yl)-5-(trifluoromethoxy)phenol